C1(CCC1)OC=1C=C(C(=O)O)C=CC1C1=CN(C2=NC=C(C=C21)C=2C(=NOC2C)C)C=2C(=NN(C2)C(F)F)C 3-cyclobutoxy-4-(1-(1-(difluoromethyl)-3-methyl-1H-pyrazol-4-yl)-5-(3,5-dimethylisoxazol-4-yl)-1H-pyrrolo[2,3-b]pyridin-3-yl)benzoic acid